4-[2-(2,4-difluorophenyl)-3-(pyridin-4-yl)-3H-imidazo[4,5-b]pyridin-5-yl]piperazine-2-carboxylic acid FC1=C(C=CC(=C1)F)C1=NC=2C(=NC(=CC2)N2CC(NCC2)C(=O)O)N1C1=CC=NC=C1